ClCCCC1S(NC2=C(O1)C=CC=C2C)(=O)=O 3-(3-Chloropropyl)-8-methyl-1H-4,2,1-benzoxathiazin-2,2-dioxid